6-aza-spiro[3.4]octan-2-ol C1C(CC12CNCC2)O